1-[4-(1,3-benzothiazol-2-yloxy)-3-methoxyphenyl]-ethanone S1C(=NC2=C1C=CC=C2)OC2=C(C=C(C=C2)C(C)=O)OC